N-(2-ethylhexyl)-3,5-dihydroxypyridin-4-one C(C)C(CN1C=C(C(C(=C1)O)=O)O)CCCC